2-(2,6-dioxopiperidin-3-yl)-5-((2-(3-(4-(4-(quinoxalin-2-yl)-1H-pyrazol-1-yl)piperidine-1-carbonyl)bicyclo[1.1.1]pentan-1-yl)ethyl)amino)isoindoline-1,3-dione O=C1NC(CCC1N1C(C2=CC=C(C=C2C1=O)NCCC12CC(C1)(C2)C(=O)N2CCC(CC2)N2N=CC(=C2)C2=NC1=CC=CC=C1N=C2)=O)=O